N[C@](C(=O)OC)(C)C1=C(C(=CC(=C1)C)C=O)O METHYL (2R)-2-AMINO-2-(3-FORMYL-2-HYDROXY-5-METHYLPHENYL)PROPANOATE